COC1=NC(=CC=C1NC(=O)C=1C(=NOC1C)C1=CC=CC=C1)C=1N=NC=CC1 N-(2-methoxy-6-pyridazin-3-yl-3-pyridyl)-5-methyl-3-phenyl-isoxazole-4-carboxamide